CC1=CC=CC(=N1)C1=NNC=C1C=1N=C2C=C(C=NC2=CC1)N1CCN(CC1)CCNC(C)C N-[2-[4-[6-[3-(6-methyl-2-pyridyl)-1H-pyrazol-4-yl]-1,5-naphthyridin-3-yl]piperazin-1-yl]ethyl]propan-2-amine